Methyl 1-[[2-bromo-6-(dimethylcarbamoyl)-4-methyl-phenyl]methyl]indane-1-carboxylate BrC1=C(C(=CC(=C1)C)C(N(C)C)=O)CC1(CCC2=CC=CC=C12)C(=O)OC